(R)-6-(5-fluoro-1-((2-(trimethylsilyl)ethoxy)methyl)-1H-pyrazol-4-yl)-N-(1-(3-fluoro-5-methoxyphenyl)ethyl)imidazo[1,5-a]pyridine-1-carboxamide FC1=C(C=NN1COCC[Si](C)(C)C)C=1C=CC=2N(C1)C=NC2C(=O)N[C@H](C)C2=CC(=CC(=C2)OC)F